N1=C(C=CC=C1)C(=O)[O-] α-picolinate